methyl-2-methoxy-5-(3-methoxyprop-1-yn-1-yl)pyridine CC=1C(=NC=C(C1)C#CCOC)OC